(S)-3-(4-(7'-chloro-2'-oxospiro[cyclopropane-1,3'-indoline]-1'-yl)phenyl)-2-(2,6-dichloro-4-(4-morpholinylpiperidin-1-yl)benzoylamino)propionic acid methyl ester COC([C@H](CC1=CC=C(C=C1)N1C(C2(C3=CC=CC(=C13)Cl)CC2)=O)NC(C2=C(C=C(C=C2Cl)N2CCC(CC2)N2CCOCC2)Cl)=O)=O